N-[(1S)-2-[[1-[cyclopropyl-[1-(3,3-difluorocyclobutyl)tetrazol-5-yl]methyl]-3-fluoro-pyrazol-4-yl]amino]-1-(4,4-difluorocyclohexyl)-2-oxo-ethyl]-2-iso-propyl-pyrazole-3-carboxamide C1(CC1)C(N1N=C(C(=C1)NC([C@H](C1CCC(CC1)(F)F)NC(=O)C=1N(N=CC1)C(C)C)=O)F)C1=NN=NN1C1CC(C1)(F)F